(RS)-citronellol CC(C)=CCC[C@@H](C)CCO |r|